C1(=CC=CC=C1)C=1N=CC2=C(N1)C=NO2 5-phenylisoxazolo[4,5-d]pyrimidine